(R)-3-((3-(1-aminopropan-2-yl)phenyl)amino)-6-ethyl-5-(ethyl-(methyl)amino)pyrazine-2-carboxamide NC[C@H](C)C=1C=C(C=CC1)NC=1C(=NC(=C(N1)N(C)CC)CC)C(=O)N